(2S)-2-[(tert-butoxycarbonyl)amino]-3-[3-(dihydroxyboranyl)-2-[(4-methoxyphenyl)methoxy]-4-methylphenyl]propanoic acid C(C)(C)(C)OC(=O)N[C@H](C(=O)O)CC1=C(C(=C(C=C1)C)B(O)O)OCC1=CC=C(C=C1)OC